1-(2-(benzyloxy)ethyl)-4-methyl-5-(2-(trifluoromethyl)phenyl)-1H-pyrrole-3-carboxamide C(C1=CC=CC=C1)OCCN1C=C(C(=C1C1=C(C=CC=C1)C(F)(F)F)C)C(=O)N